C(C)NC=1C=C(C=C2C3=C(NC12)N=CC(=C3C3=CN=CS3)C=3C=C(C=NC3)C#N)F 5-[8-(ethylamino)-6-fluoro-4-thiazol-5-yl-9H-pyrido[2,3-b]indol-3-yl]pyridine-3-carbonitrile